N-cyclopentyl-2-(4-phenyltriazol-1-yl)-5,6,7,8-tetrahydropyrido[3,2-d]pyrimidin-4-amine C1(CCCC1)NC=1C2=C(N=C(N1)N1N=NC(=C1)C1=CC=CC=C1)CCCN2